COCC1=NC=C(C=N1)N1CCC(CC1)N(C1=CC=C(C=C1)C(F)(F)F)C=1C=NC=CC1OC {1-[2-(methoxymethyl)-5-pyrimidinyl]-4-piperidyl}(4-methoxy-3-pyridyl)[p-(trifluoromethyl)phenyl]amine